C(C(=O)[O-])(=O)O.[K+] Potassium hydrogen ethanedioate